4-oxo-6-(pyridin-3-yl)-2-thioxo-1,2,3,4-tetrahydropyrimidine-5-carbonitrile O=C1NC(NC(=C1C#N)C=1C=NC=CC1)=S